8-[(4-bromo-5-fluoro-2-methylphenyl)methyl]-3-fluoroimidazo[1,2-a]pyrazine-6-carbonitrile BrC1=CC(=C(C=C1F)CC=1C=2N(C=C(N1)C#N)C(=CN2)F)C